3-(2,3-bis(isobutyryl-oxy)-5-bromobenzylideneamino)benzoic acid C(C(C)C)(=O)OC1=C(C=NC=2C=C(C(=O)O)C=CC2)C=C(C=C1OC(C(C)C)=O)Br